4-(Isoindolin-2-yl-methyl)benzo[d]oxazol-7-ol C1N(CC2=CC=CC=C12)CC1=CC=C(C2=C1N=CO2)O